C1=C(C=CC2=CC=CC=C12)C1=CC(=NC2=CC=C(C=C12)C(=O)N1CCN(CC1)C1COC1)C=O 4-(naphthalen-2-yl)-6-(4-(oxetan-3-yl)piperazine-1-carbonyl)quinoline-2-carbaldehyde